5-(benzyloxy)-N-hydroxy-2-methylbenzofuran-3-carboxamide C(C1=CC=CC=C1)OC=1C=CC2=C(C(=C(O2)C)C(=O)NO)C1